C1(=CC=CC=C1)N(C1=CC=C(C=C1)C1=CC=CC=2C1=CC1=CC(=CC=C1C2)C2=CC=C(C=C2)N(C2=CC=CC=C2)C2=CC=CC=C2)C2=CC=CC=C2 1,8-bis(4-(diphenylamino)phenyl)benzo[b]naphthalene